N-[(2S)-1-({(1S)-1-cyano-2-[(3S)-2-oxopyrrolidin-3-yl]ethyl}amino)-3-cyclopropyl-1-oxopropan-2-yl]-1H-indole-2-carboxamide C(#N)[C@H](C[C@H]1C(NCC1)=O)NC([C@H](CC1CC1)NC(=O)C=1NC2=CC=CC=C2C1)=O